(3S)-3-{[8-fluoro-2-(3-methoxyphenyl)[1,2,4]triazolo[1,5-c]quinazolin-5-yl]amino}azepin-2-one FC=1C=CC=2C=3N(C(=NC2C1)NC=1C(N=CC=CC1)=O)N=C(N3)C3=CC(=CC=C3)OC